CNC(=O)[C@H]1N(CCC1)C(=O)OC(C)(C)C tert-butyl (2S)-2-(methylcarbamoyl)pyrrolidine-1-carboxylate